C(C1=CC=CC=C1)C1=C(SC=2N3C([C@@H](OCC21)C)=NN=C3C)C#CC=3C=NN(C3)CCCCCC3=C2CN(C(C2=CC=C3)=O)C3C(NC(CC3)=O)=O 3-(4-(5-(4-(((S)-3-Benzyl-6,9-dimethyl-4H,6H-thieno[2,3-e][1,2,4]triazolo[3,4-c][1,4]oxazepin-2-yl)ethynyl)-1H-pyrazol-1-yl)pentyl)-1-oxoisoindolin-2-yl)piperidin-2,6-dion